FC(S(=O)(=O)C1=CC=CC2=NC(N=C21)=O)(F)F 4-trifluoromethanesulfonyl-benzoimidazolone